2-(5-cyclopropyl-3-fluoro-2-methoxyphenyl)-2-((R)-3-((5-(4-methoxy-5,6,7,8-tetrahydro-1,8-naphthyridin-2-yl)pentyl)oxy)pyrrolidin-1-yl)acetic acid C1(CC1)C=1C=C(C(=C(C1)C(C(=O)O)N1C[C@@H](CC1)OCCCCCC1=NC=2NCCCC2C(=C1)OC)OC)F